4-(3-benzyloxy-2,6-dimethyl-phenyl)-3-cyano-1-isopropyl-pyrrolo[2,3-b]pyridine-6-carboxamide C(C1=CC=CC=C1)OC=1C(=C(C(=CC1)C)C1=C2C(=NC(=C1)C(=O)N)N(C=C2C#N)C(C)C)C